tolylacetic acid CC1=CC=C(C=C1)CC(=O)O